1-(((6-chloro-3-fluoropyridin-2-yl)methyl)amino)-2-methylpropan-2-ol ClC1=CC=C(C(=N1)CNCC(C)(O)C)F